[K+].[K+].P(=O)([O-])([O-])O phosphate dipotassium salt